3-((hydroxy(2-(8-((2,3,4,5-tetrachloro-6-(6-hydroxy-2,4,5,7-tetraiodo-3-oxo-3H-xanthen-9-yl)benzoyl)oxy)octanamido)ethoxy) phosphoryl)oxy)propane-1,2-diyl distearate C(CCCCCCCCCCCCCCCCC)(=O)OCC(COP(=O)(OCCNC(CCCCCCCOC(C1=C(C(=C(C(=C1C=1C2=CC(=C(C(=C2OC2=C(C(C(=CC12)I)=O)I)I)O)I)Cl)Cl)Cl)Cl)=O)=O)O)OC(CCCCCCCCCCCCCCCCC)=O